FC1=CC(=C(C=C1)N1C(C2=CC=CC=C2C1)=O)C=1OC=CN1 (4-Fluoro-2-(oxazol-2-yl)phenyl)isoindolin-1-one